ClC=1C=C(C=O)C=C(C1)C(F)(F)F 3-chloro-5-(trifluoromethyl)benzaldehyde